5-ethylsulfonyl-N2,N3-dimethyl-6-[3-methyl-6-(trifluoromethyl)imidazo[4,5-c]pyridin-2-yl]pyridine-2,3-diamine C(C)S(=O)(=O)C=1C=C(C(=NC1C1=NC2=C(C=NC(=C2)C(F)(F)F)N1C)NC)NC